[Si](C)(C)(C(C)(C)C)OC1CN(C1)C=1C(=NC(=NC1)C1CC1)N {3-[(tert-butyldimethylsilyl)oxy]azetidin-1-yl}-2-cyclopropylpyrimidin-4-amine